2-(5-(3-(5-chloro-2-(methylthio)pyrimidin-4-yl)bicyclo[1.1.1]pentan-1-yl)-4-isopropyl-4H-1,2,4-triazol-3-yl)propan-2-ol ClC=1C(=NC(=NC1)SC)C12CC(C1)(C2)C=2N(C(=NN2)C(C)(C)O)C(C)C